C1=C(C=CC2=CC=CC=C12)C1=C(C=CC=C1)N1N=CC2=C1N=C1N(CCC3=C1NC1=CC=CC=C31)C2=O 1-(2-naphthylphenyl)-6,7-dihydro-1H-pyrazolo[3'',4'':4',5']pyrimido[1',2':1,2]pyrido[3,4-b]indol-4(12H)-one